3-(methylsulfonylmethyl)-1,4-benzooxazolone CS(=O)(=O)CC1C(OC2=C1N=CC=C2)=O